C\C=C/CCCC (Z)-Hept-2-ene